cis-2-(3,4,5-Trihydroxyphenyl)-3,4-dihydro-1(2H)-benzopyran-3,5,7-triol 3-gallate C(C1=CC(O)=C(O)C(O)=C1)(=O)O[C@@H]1[C@@H](OC=2C(C1)=C(C=C(C2)O)O)C2=CC(=C(C(=C2)O)O)O